3-((S)-3-((R)-8-(4'-(cyanomethoxy)biphenyl-3-ylsulfonyl)-1-oxa-8-azaspiro[4.5]dec-3-ylamino)-2-hydroxypropoxy)-N-methylbenzenesulfonamide C(#N)COC1=CC=C(C=C1)C1=CC(=CC=C1)S(=O)(=O)N1CCC2(C[C@H](CO2)NC[C@@H](COC=2C=C(C=CC2)S(=O)(=O)NC)O)CC1